O=C(CC(=O)OC[C@H]([C@H]([C@@H]([C@H](COC(CC(C)=O)=O)OC(CC(C)=O)=O)OC(CC(C)=O)=O)OC(CC(C)=O)=O)OC(CC(C)=O)=O)C (2R,3R,4R,5S)-hexane-1,2,3,4,5,6-hexayl hexakis(3-oxobutanoate)